C(C1=CC=CC=C1)O[C@@H]1[C@@H](CCC(C1)(F)F)O cis-2-(benzyloxy)-4,4-difluorocyclohexan-1-ol